5-[N-propyl-N-(3-sulfopropyl)amino]phenol disodium salt dihydrate O.O.[Na+].[Na+].C(CC)N(CCCS(=O)(=O)[O-])C=1C=CC=C(C1)O.C(CC)N(CCCS(=O)(=O)[O-])C=1C=CC=C(C1)O